ClC=1C=CC=2C3=C(NC(C2C1)=O)COCC3N(C(=O)NC3=CC(=C(C=C3)F)C)CC 1-(8-Chloro-6-oxo-1,4,5,6-tetrahydro-2H-pyrano[3,4-c]isoquinolin-1-yl)-1-ethyl-3-(4-fluoro-3-methylphenyl)urea